FC1=C(CC2=CN=C(S2)NC(=O)C2=NN(C(CC2)=O)C)C=CC(=C1)F N-(5-(2,4-difluorobenzyl)thiazol-2-yl)-1-methyl-6-oxo-1,4,5,6-tetrahydropyridazine-3-carboxamide